C(C)(C)(C)OC(=O)NC(C(CCl)=O)CC1=CC=CC=C1 3-(tert-butoxycarbonyl)amino-1-chloro-4-phenyl-2-butanone